CC(=O)CCC1=CC=C(C=C1)OC Anisylacetone